1-(methyl-d3)-2-nitrobenzene-3,4,5,6-d4 C(C1=C(C(=C(C(=C1[2H])[2H])[2H])[2H])[N+](=O)[O-])([2H])([2H])[2H]